C(C)N1C2=NC(=NC(=C2N=C1C1=CC=NC=C1)N1CCOCC1)N1N=C(C=C1CO)C1=CC=CC=C1 (1-(9-ethyl-6-morpholino-8-(pyridin-4-yl)-9H-purin-2-yl)-3-phenyl-1H-pyrazol-5-yl)methanol